tri-silver citrate C(CC(O)(C(=O)[O-])CC(=O)[O-])(=O)[O-].[Ag+].[Ag+].[Ag+]